2-[4-(4-methoxypiperidin-1-yl)-formyl-2-fluoro-phenyl]-5-chloro-pyrrolo[1,2-b]pyridazine-7-carboxamide COC1CCN(CC1)C1=C(C(=C(C=C1)C=1C=CC=2N(N1)C(=CC2Cl)C(=O)N)F)C=O